isonicotinamide hydrate O.C(C1=CC=NC=C1)(=O)N